N-(4-Acetyl-3-(4,4-difluoropiperidin-1-yl)phenyl)-4-(ethylsulfonamido)-2-(6-azaspiro[2.5]octan-6-yl)benzamide C(C)(=O)C1=C(C=C(C=C1)NC(C1=C(C=C(C=C1)NS(=O)(=O)CC)N1CCC2(CC2)CC1)=O)N1CCC(CC1)(F)F